S1C(SCCC1)C=1C=C(C=C(C1OCC1=CC=C(C=C1)OC)F)NC(=O)NC1=CC=CC=C1 1-(3-(1,3-dithian-2-yl)-5-fluoro-4-(4-methoxyphenylmethoxy)phenyl)-3-phenylurea